FC=1C=C(C=C(C1)OC(CCNC)C1=CC(=CC=C1)F)N1CCN(C2=C(C1=O)C=CC=N2)C 4-(3-Fluoro-5-(1-(3-fluorophenyl)-3-(methylamino)propoxy)phenyl)-1-methyl-1,2,3,4-tetrahydro-5H-pyrido[2,3-e][1,4]diazepin-5-one